O[C@@H](CN1CCN(CC1)C=1C=C(C=CC1)C)C=1C=C(C(=CC1)O)O (R)-4-(1-hydroxy-2-(4-(m-tolyl)piperazin-1-yl)ethyl)benzene-1,2-diol